N-(6-chloro-4-methoxypyridin-3-yl)-3-(2-cyclopentylphenyl)azetidine ClC1=CC(=C(C=N1)N1CC(C1)C1=C(C=CC=C1)C1CCCC1)OC